Tert-butyl 4-((3-(3-(3,4-dimethoxyphenyl) propionyl) phenyl) amino)-4-oxobutanoate COC=1C=C(C=CC1OC)CCC(=O)C=1C=C(C=CC1)NC(CCC(=O)OC(C)(C)C)=O